COC1=CC=C(C=N1)CC12CN(CC(N1)C2)C2=NC=C(C=C2)[Sn](CCCC)(CCCC)CCCC ((6-methoxypyridin-3-yl)methyl)-3-(5-(tributylstannyl)pyridin-2-yl)-3,6-diAzabicyclo[3.1.1]heptane